COCOC1=C(C=CC=C1)C=1C=C2N3CCN(C[C@@H]3CNC2=NN1)CCC(=O)OC methyl 3-[(10S)-4-[2-(methoxymethoxy)phenyl]-1,5,6,8,12-pentazatricyclo[8.4.0.02,7]tetradeca-2,4,6-trien-12-yl]propanoate